2-(4-fluorophenoxy)-1-(2-(5-(trifluoromethyl)-1,2,4-oxadiazol-3-yl)-4,7-dihydrothieno[2,3-c]pyridin-6(5H)-yl)ethan-1-one FC1=CC=C(OCC(=O)N2CC3=C(CC2)C=C(S3)C3=NOC(=N3)C(F)(F)F)C=C1